FC(C1=NN=C(O1)C1=CC(=C(C=C1)CN(C(=O)N1CC(C1)=NS(=O)(=O)C)C1=CC(=CC=C1)F)F)F N-[[4-[5-(difluoromethyl)-1,3,4-oxadiazol-2-yl]-2-fluoro-phenyl]methyl]-N-(3-fluorophenyl)-3-(methylsulfonylimino)azetidine-1-carboxamide